prop-2-yn-1-yl (e)-3-(3,5-dimethoxy-4-(prop-2-yn-1-yloxy)phenyl)acrylate COC=1C=C(C=C(C1OCC#C)OC)/C=C/C(=O)OCC#C